phthalic acid propylene ester C1C(C)OC(C=2C(C(=O)O1)=CC=CC2)=O